CN1N=CC(=C1C1=CC=C(C=N1)NC([C@H](C1CCC(CC1)C)NC(=O)C1=CC=NN1C(C)C)=O)C N-((S)-2-((6-(1,4-dimethyl-1H-pyrazol-5-yl)pyridin-3-yl)amino)-1-((1r,4S)-4-methylcyclohexyl)-2-oxoethyl)-1-isopropyl-1H-pyrazole-5-carboxamide